5-fluoro-3-((1-(2-(4-fluoro-2-(furan-3-yl)phenoxy)ethyl)piperidin-4-yl)methyl)-1H-indole FC=1C=C2C(=CNC2=CC1)CC1CCN(CC1)CCOC1=C(C=C(C=C1)F)C1=COC=C1